OC(CC(CC(=O)OCC)=O)(C)C ethyl 5-hydroxy-5-methyl-3-oxohexanoate